ClC1=C(C=C(C(=O)N2CC=3C(=NN4C3C(N(C[C@H]4C(=O)N(C)C)[C@H](C)C4=CC=C(C=C4)OC(F)F)=O)C[C@H]2C)C=C1)C#N (3R,7S)-2-(4-Chloro-3-cyanobenzoyl)-9-((R)-1-(4-(difluoromethoxy)phenyl)ethyl)-N,N,3-trimethyl-10-oxo-1,2,3,4,7,8,9,10-octahydropyrido[4',3':3,4]pyrazolo[1,5-a]pyrazine-7-carboxamide